C1(CCCCC1)COC=1C(=NC=CC1)N 3-(cyclohexylmethoxy)pyridin-2-amine